COC1=CC=C(C=C1)N1C(=C2C(N(N=CC2=C1C)C1=NC=CC=C1)=O)C 6-(4-methoxyphenyl)-5,7-dimethyl-2-(pyridin-2-yl)-2,6-dihydro-1H-pyrrolo[3,4-d]pyridazin-1-one